diphenyl-4-thiophenoxyphenylsulfonium hexafluorophosphate F[P-](F)(F)(F)(F)F.C1(=CC=CC=C1)[S+](C1=CC=C(C=C1)SC1=CC=CC=C1)C1=CC=CC=C1